(R)-N-[7-chloro-6-[4-((3S,4S)-4-fluoro-3-methyl-tetrahydrofuran-3-yl)piperazin-1-yl]-3-isoquinolyl]-2-tetrahydropyran-4-yl-cyclopropanecarboxamide ClC1=C(C=C2C=C(N=CC2=C1)NC(=O)[C@H]1C(C1)C1CCOCC1)N1CCN(CC1)[C@]1(COC[C@H]1F)C